NC=1N=NC(=CC1N1CC2CCC(C1)N2C2=CC(=NC=C2)C#CCN2CC(C2)O)C2=C(C=CC=C2)O 1-[3-[4-[3-[3-amino-6-(2-hydroxyphenyl)pyridazin-4-yl]-3,8-diazabicyclo[3.2.1]oct-8-yl]-2-pyridinyl]prop-2-ynyl]azetidin-3-ol